4-[(2E)-3-(dimethylamino)prop-2-enoyl]piperidine-1-carboxylic acid tert-butyl ester C(C)(C)(C)OC(=O)N1CCC(CC1)C(\C=C\N(C)C)=O